2-(3,5-dichloro-4-((3-methoxy-1H-indazol-5-yl)oxy)phenyl)-3,5-dioxo-2,3,4,5-tetrahydro-1,2,4-triazine-6-carbonitrile ClC=1C=C(C=C(C1OC=1C=C2C(=NNC2=CC1)OC)Cl)N1N=C(C(NC1=O)=O)C#N